9,9-dimethyl-8-oxo-2-phenyl-1-oxaspiro[4.5]dec-6-ene-7-carbonitrile CC1(C(C(=CC2(CCC(O2)C2=CC=CC=C2)C1)C#N)=O)C